FC(C1=NN=C(O1)C1=CC=C(CN(S(=O)(=O)CCN2N=CN=C2)C2=CC=CC=C2)C=C1)F N-(4-(5-(difluoromethyl)-1,3,4-oxadiazol-2-yl)benzyl)-N-phenyl-2-(1H-1,2,4-triazol-1-yl)ethane-1-sulfonamide